P([O-])([O-])(=O)N Phosphoramidate